tert-butyl (4-(4-((R)-1-(2-(bis(4-methoxybenzyl)amino)pyridin-3-yl)ethyl)-2,8-dichloro-10-fluoro-5,6-dihydro-4H-[1,4]oxazepino[5,6,7-de]quinazolin-9-yl)benzo[d]thiazol-2-yl)carbamate COC1=CC=C(CN(C2=NC=CC=C2[C@@H](C)N2CCOC=3C=4C2=NC(=NC4C(=C(C3Cl)C3=CC=CC4=C3N=C(S4)NC(OC(C)(C)C)=O)F)Cl)CC4=CC=C(C=C4)OC)C=C1